(S)-2-(((benzyloxy)carbonyl)amino)-3-(1-methylcyclopropyl)propionic acid C(C1=CC=CC=C1)OC(=O)N[C@H](C(=O)O)CC1(CC1)C